NC1=NC(=C2C(=N1)N(N=C2)CCOC2=CC=C(C(=O)NC1=C(C=CC=C1)N)C=C2)C=2OC=CC2 4-(2-(6-amino-4-(furan-2-yl)-1H-pyrazolo[3,4-d]pyrimidin-1-yl)ethoxy)-N-(2-aminophenyl)benzamide